N1(C=NC=C1)C(=O)C1=CC(=CN1C)C1=CC=C(C=C1)NC(=O)C=1N(C=C(N1)NC(OCC[Si](C)(C)C)=O)C 2-(trimethylsilyl)ethyl (2-((4-(5-(1H-imidazole-1-carbonyl)-1-methyl-1H-pyrrol-3-yl)phenyl)carbamoyl)-1-methyl-1H-imidazol-4-yl)carbamate